N-[4-(1,3-dioxolan-2-yl)-3-nitro-phenyl]-N-methyl-acetamide O1C(OCC1)C1=C(C=C(C=C1)N(C(C)=O)C)[N+](=O)[O-]